1-(5-bromo-2-(isopropylsulfonyl)phenyl)-N,N-dimethylamine BrC=1C=CC(=C(C1)CNC)S(=O)(=O)C(C)C